ClC1=C2C=CN=C(C2=C(C=C1)C)N(C(C1=CC=C(C=C1)C=1N=NN(C1)C)=O)[C@H]1CNCCC1 (R)-N-(5-chloro-8-methylisoquinolin-1-yl)-4-(1-methyl-1H-1,2,3-triazol-4-yl)-N-(piperidin-3-yl)benzamide